C(#N)C=1C=C(C=C2CCN(CC12)C(=O)OC(C)(C)C)CC(=O)OC tert-butyl 8-cyano-6-(2-methoxy-2-oxoethyl)-3,4-dihydro-1H-isoquinoline-2-carboxylate